[Cl-].[Cl-].C(C)(C)C(C(C)C)=[Ti+2](C1=CC=CC=2C3=CC=CC=C3CC12)C1C=CC=C1 diisopropylmethylene(cyclopentadienyl)(fluorenyl)titanium dichloride